tert-butyl (1R,3S,5R)-3-((benzoyloxy) methyl)-5-methyl-2-azabicyclo[3.1.0]Hexane-2-formate C(C1=CC=CC=C1)(=O)OC[C@H]1N([C@@H]2C[C@@]2(C1)C)C(=O)OC(C)(C)C